[K].O(C(=O)C)C1=C(C2=CC=CC=C2C=C1)/C=C/C1=CC=NC=C1 (E)-4-(2-(2-acetoxyl-naphthalene-1-yl)vinyl)pyridine potassium